((S)-1-(4-chlorophenyl)ethyl)-2-(1-methylpiperidin-2-yl)acetamide ClC1=CC=C(C=C1)[C@@H](C)C(C(=O)N)C1N(CCCC1)C